CN(C)CC1=C(C(=CC=2NC=NC21)CN(C)C)O 4,6-bis((dimethylamino)methyl)-1H-benzo[d]imidazol-5-ol